3-Methyl-5-(3-(thiophen-2-yl)propionamido)benzofuran-2-carboxylic acid CC1=C(OC2=C1C=C(C=C2)NC(CCC=2SC=CC2)=O)C(=O)O